(1S,2S)-2-(4-((1H-imidazol-1-yl)methyl)-3-chlorophenyl)cyclopropane-1-carboxylic acid N1(C=NC=C1)CC1=C(C=C(C=C1)[C@@H]1[C@H](C1)C(=O)O)Cl